6-(4-aminophenyl)-2-(difluoromethyl)pyridazin-3(2H)-one NC1=CC=C(C=C1)C=1C=CC(N(N1)C(F)F)=O